NC1=NC(=CC(=N1)N1CCC2(C[C@H](NC2)C(=O)O)CC1)O[C@@H](C(F)(F)F)C1=C(C=C(C=C1)C1=CC=C(C=C1)C(N(CC)CC)=O)N1N=C(C=C1)C (S)-8-(2-amino-6-((R)-1-(4'-(diethylcarbamoyl)-3-(3-methyl-1H-pyrazol-1-yl)-[1,1'-biphenyl]-4-yl)-2,2,2-trifluoroethoxy)pyrimidin-4-yl)-2,8-diazaspiro[4.5]decane-3-carboxylic acid